butyl 4-acetyl-3-(2-chloro-6-(2-methyl-6-(methylcarbamoyl)pyrimidin-4-yl)pyridin-4-yl)-5-methylpiperazine-1-carboxylate C(C)(=O)N1C(CN(CC1C)C(=O)OCCCC)C1=CC(=NC(=C1)C1=NC(=NC(=C1)C(NC)=O)C)Cl